CS(=O)(=O)C1=CC=C(C=C1)OB(O)O (4-methylsulfonylphenyl)boric acid